Tert-butyl (3aR)-1,1-dioxotetrahydro-1H-1λ6-[1,2,3]oxathiazolo[3,4-a]pyrazine-5(3H)-carboxylate O=S1(OC[C@@H]2N1CCN(C2)C(=O)OC(C)(C)C)=O